(4-(5-chloro-1H-indol-2-yl)-2,3-dihydro-1H-pyrrolo[2,3-c]pyridin-1-yl)(1-(3-fluorobenzyl)azetidin-3-yl)methanone ClC=1C=C2C=C(NC2=CC1)C1=C2C(=CN=C1)N(CC2)C(=O)C2CN(C2)CC2=CC(=CC=C2)F